BrC=1C=C(C=C(C1)Br)C(C)=O 1-(3,5-dibromophenyl)ethan-1-one